C(C)OC(=O)[C@H]1NCCC1 (2S)-pyrrolidine-2-carboxylic acid ethyl ester